ClC1=CC=C(C=C1)C1NCCC2=CC=CC=C12 1-(4-chlorophenyl)-1,2,3,4-tetrahydroisoquinoline